6-ethyl-2-(hydroxymethyl)-8,8-dimethyl-7,8-dihydro-1,6-naphthyridin-5(6H)-one C(C)N1C(C=2C=CC(=NC2C(C1)(C)C)CO)=O